C1(CCC1)N1C=2C3=CN=C(C(OC(C4=CC(=CC=C4C4=NC=CN4CC2C=N1)F)C)=C3)N 3-cyclobutyl-16-fluoro-19-methyl-20-oxa-3,4,8,11,23-pentaazapentacyclo[19.3.1.02,6.08,12.013,18]pentacosa-1(24),2(6),4,9,11,13,15,17,21(25),22-decaen-22-amine